4-methyl-2-(1-methyl-1H-pyrazol-4-yl)-5-((7-methyl-8-oxo-9-(tetrahydro-2H-pyran-4-yl)-8,9-dihydro-7H-purin-2-yl)amino)benzonitrile CC1=CC(=C(C#N)C=C1NC1=NC=C2N(C(N(C2=N1)C1CCOCC1)=O)C)C=1C=NN(C1)C